C1(CCCC1)[C@@H](CC#N)NN |r| racemic-3-cyclopentyl-3-hydrazinopropionitrile